ClC1=CC=C(C=C1)C1(CN(CC1)C(=O)OCC1=CC=CC=C1)NS(=O)(=O)C1=CC=C(C=C1)OC(F)(F)F benzyl 3-(4-chlorophenyl)-3-((4-(trifluoromethoxy)phenyl)sulfonamido)pyrrolidine-1-carboxylate